N-(benzo[d][1,3]dioxol-5-ylmethyl)hydroxylamine (rac)-Methyl-3-(4-chloro-3,5-difluorophenyl)-2-fluoropropanoate COC([C@@H](CC1=CC(=C(C(=C1)F)Cl)F)F)=O.O1COC2=C1C=CC(=C2)CNO |r|